6-chloro-2-ethyl-N-(3-(hydroxycarbamoyl)phenyl)-5-methoxy-1-(1-propyl-1H-pyrazol-4-yl)-1H-indole-3-carboxamide ClC1=C(C=C2C(=C(N(C2=C1)C=1C=NN(C1)CCC)CC)C(=O)NC1=CC(=CC=C1)C(NO)=O)OC